1-(5-(4-AMINO-7-METHYL-7H-PYRROLO[2,3-D]PYRIMIDIN-5-YL)IMIDAZO[1,2-A]PYRIDIN-8-YL)-3-(5-(1-(TRIFLUOROMETHYL)CYCLOPROPYL)ISOXAZOL-3-YL)UREA NC=1C2=C(N=CN1)N(C=C2C2=CC=C(C=1N2C=CN1)NC(=O)NC1=NOC(=C1)C1(CC1)C(F)(F)F)C